4-(4-((1S,4S)-2,5-diazabicyclo[2.2.2]octan-2-yl)-6,8-difluoro-2-(((2R,7aS)-2-fluorotetrahydro-1H-pyrrolizin-7a(5H)-yl)methoxy)quinazolin-7-yl)-5-ethyl-6-fluoronaphthalen-2-ol [C@@H]12N(C[C@@H](NC1)CC2)C2=NC(=NC1=C(C(=C(C=C21)F)C2=CC(=CC1=CC=C(C(=C21)CC)F)O)F)OC[C@]21CCCN1C[C@@H](C2)F